2-(5-(2-aminoquinazolin-6-yl)-1-methyl-1H-pyrazol-3-yl)-N-(4-((4-methylpiperazin-1-yl)methyl)-3-(trifluoromethyl)phenyl)-acetamide NC1=NC2=CC=C(C=C2C=N1)C1=CC(=NN1C)CC(=O)NC1=CC(=C(C=C1)CN1CCN(CC1)C)C(F)(F)F